4-Nitro-5-((oxetan-2-ylmethyl)amino)thiophene-2-carboxylic acid ethyl ester C(C)OC(=O)C=1SC(=C(C1)[N+](=O)[O-])NCC1OCC1